NC([C@H](CCC(=O)OC(C)(C)C)N1C(C2=CC=C(C=C2C1)O[C@@H]1CN(CC1)CC=1C=C2C=NC(=NC2=CC1)N1CCC1)=O)=O tert-butyl (S)-5-amino-4-(5-(((S)-1-((2-(azetidin-1-yl)quinazolin-6-yl)methyl)pyrrolidin-3-yl)oxy)-1-oxoisoindolin-2-yl)-5-oxopentanoate